2,4-diamino-6-nonyl-1,3,5-triazine NC1=NC(=NC(=N1)N)CCCCCCCCC